C(C)(=O)O.CCC=C but-3-ene acetate